The molecule is a tetrol that is cyclohexene in which a hydrogen attached to each of the carbons at positions 3, 4, 5, and 6 is replaced by a hydroxy group. The group consists of six possible diastereoisomers, known as conduritols A to F, some of which can exist as two distinct enantiomers. It is a tetrol, a secondary alcohol and a cyclitol. It derives from a hydride of a cyclohexene. C1=CC(C(C(C1O)O)O)O